4-[4-[(4-methylpiperazin-1-yl)methyl]anilino]-2-methylsulfanyl-pyrimidine-5-carboxylic acid ethyl ester C(C)OC(=O)C=1C(=NC(=NC1)SC)NC1=CC=C(C=C1)CN1CCN(CC1)C